N-[(1R,3S)-3-{[6-chloro-2-(trifluoromethyl)quinolin-4-yl]amino}cyclohexyl]imidazo[1,5-a]pyridine-7-carboxamide ClC=1C=C2C(=CC(=NC2=CC1)C(F)(F)F)N[C@@H]1C[C@@H](CCC1)NC(=O)C1=CC=2N(C=C1)C=NC2